3,5-dihydroxy-4'-fluorostilbene OC=1C=C(C=C(C1)O)C=CC1=CC=C(C=C1)F